2,7-diamino-9,9'-spirobifluorene NC1=CC=2C3(C4=CC(=CC=C4C2C=C1)N)C1=CC=CC=C1C=1C=CC=CC13